N-(trans-4-(2-methoxyethoxy)cyclohexyl)-5-(3-(2-methoxyethyl)-2-methyl-3H-imidazo[4,5-b]pyridin-5-yl)pyrrolo[2,1-f][1,2,4]triazin-2-amine COCCO[C@@H]1CC[C@H](CC1)NC1=NN2C(C=N1)=C(C=C2)C2=CC=C1C(=N2)N(C(=N1)C)CCOC